ethylphosphine gold [Au].C(C)P